CN1N=C(C=C1C)NC1=NC=C(C(=N1)C1=CNC2=C(C=CC=C12)NC(CN1C[C@@H](CC1)NC1=CC=NC=C1)=O)C (R)-N-(3-(2-((1,5-dimethyl-1H-pyrazol-3-yl)amino)-5-methylpyrimidin-4-yl)-1H-indol-7-yl)-2-(3-(pyridin-4-ylamino)pyrrolidin-1-yl)acetamide